CC=1C=C(CNC2=NC(=NC=C2C(=O)N)NC=2C=NN(C2)C)C=CC1 4-[(3-methyl-benzyl)amino]-2-[(1-methyl-1H-pyrazol-4-yl)amino]pyrimidin-5-carboxamide